4'-bromo-2H-[1,2'-bipyridin]-2-one BrC1=CC(=NC=C1)N1C(C=CC=C1)=O